C(C)(=O)C1=NN(C2=CC=C(C=C12)C(=O)OC)CC(=O)OC(C)(C)C Methyl 3-acetyl-1-(2-(tert-butoxy)-2-oxoethyl)-1H-indazol-5-carboxylate